C(C1=CC=CC=C1)OC1=CC=C(C=C1)S(=O)(=O)NC(C1=C(C=C(C(=C1)Cl)OCC1CCCC1)F)=O N-((4-(benzyloxy)phenyl)sulfonyl)-5-chloro-4-(cyclopentyl-methoxy)-2-fluorobenzamide